ClC1=C(C=CC=C1)C1=CCN(CC1)C(=O)OC(C)(C)C tert-butyl 4-(2-chlorophenyl)-5,6-dihydropyridine-1(2H)-carboxylate